C1(CC1)NC(C1=C(C=C(C=C1OC)C1=CN=C2N1C=CC(=C2)C(C(C)=O)(C)C)OC(F)F)=O N-cyclopropyl-2-(difluoromethoxy)-4-[7-(1,1-dimethyl-2-oxo-propyl)imidazo[1,2-a]pyridin-3-yl]-6-methoxy-benzamide